dipyridylphenylphosphine N1=C(C=CC=C1)P(C1=CC=CC=C1)C1=NC=CC=C1